COC1CC(C1)C(=O)NC1=CC(=C(C=C1)OC=1C=NC(=NC1)OCCN1CCOCC1)C 3-methoxy-N-(3-methyl-4-((2-(2-morpholinoethoxy)pyrimidin-5-yl)oxy)phenyl)cyclobutane-1-carboxamide